(5R,8S)-N-(3-chloro-4-(trifluoromethyl)phenyl)-2-phenyl-6,7,8,9-tetrahydro-5H-5,8-epimino-cyclohepta[d]pyrimidine-10-carboxamide ClC=1C=C(C=CC1C(F)(F)F)NC(=O)N1[C@@H]2CC[C@H]1CC=1N=C(N=CC12)C1=CC=CC=C1